BrC1=CN=C2N1C=C(C=C2)N(C(C)=O)C N-(3-bromoimidazo[1,2-a]pyridin-6-yl)-N-methylacetamide